(Z)-3-(dimethylamino)-1-(2,4,5-trifluorophenyl)but-2-en-1-one CN(\C(=C/C(=O)C1=C(C=C(C(=C1)F)F)F)\C)C